ClC=1C2=CN(N=C2C=CC1C1=CNC=2N=C(N(C(C21)=O)C)N2[C@H]1CNC[C@@H](C2)C1)CC 5-(4-Chloro-2-ethyl-2H-indazol-5-yl)-2-[(1S,5R)-3,6-diazabicyclo[3.2.1]oct-6-yl]-3-methyl-3H,4H,7H-pyrrolo[2,3-d]pyrimidin-4-one